Tert-Butylacetic Acid C(C)(C)(C)CC(=O)O